CN1N=CC(=C1)C(=O)NC1=NC(=CC=C1)N1N=C(C=C1)NC=1C=C2C=NN(C2=CC1)C1OCCCC1 1-methyl-N-[6-[3-[(1-tetrahydropyran-2-ylindazol-5-yl)amino]pyrazol-1-yl]-2-pyridyl]pyrazole-4-carboxamide